C(=C)C(O)C=1NC2=CC=CC=C2C1 vinyl-(2-indolyl)methanol